CC1=C(OC=2CCC3=CN(N=C3C21)C[C@@H]2OCC2)C(=O)OCC ethyl 8-methyl-2-{[(2R)-oxetan-2-yl] methyl}-4,5-dihydro-2H-furo[2,3-g]indazole-7-carboxylate